C(C)OC(CC\C=C(\O[Si](C)(C)C)/C1=CC=C(C=C1)F)=O.BrCCC1=C(C=CC=C1)F 2-bromo-1-(2-fluorophenyl)ethane ethyl-(E)-5-(4-fluorophenyl)-5-((trimethylsilyl)oxy)pent-4-enoate